CC1(COC1)CC(=O)N1CCC2(C(C2)CNC(=O)C2=CC=3C=NC=CC3N2)CC1 N-[[6-[2-(3-methyloxetan-3-yl)acetyl]-6-azaspiro[2.5]octan-2-yl]methyl]-1H-pyrrolo[3,2-c]pyridine-2-carboxamide